BrC=1C=C(C=C(C1OC)F)C1(CC1)O 1-(3-bromo-5-fluoro-4-methoxyphenyl)cyclopropan-1-ol